N-hexyltrimethylammonium Bromide [Br-].C(CCCCC)[N+](C)(C)C